(5RS)-5-(2,4-dimethylbenzyl)-3-{2-methyl-5-[3-(trifluoromethyl)phenoxy]pyrimidin-4-yl}-5,6-dihydro-4H-1,2,4-oxadiazine CC1=C(C[C@H]2NC(=NOC2)C2=NC(=NC=C2OC2=CC(=CC=C2)C(F)(F)F)C)C=CC(=C1)C |r|